2-cyclopentyl-6-methoxy-7-(3-(pyrrolidin-1-yl)prop-1-yn-1-yl)-N-(tetrahydro-2H-pyran-4-yl)quinazolin-4-amine C1(CCCC1)C1=NC2=CC(=C(C=C2C(=N1)NC1CCOCC1)OC)C#CCN1CCCC1